ClC1=CC2=C(N=N1)N(C(C21CN(CCC1)C(=O)OCC1=CC=CC=C1)=O)CC1=CC(=C(C=C1)C)C benzyl 3'-chloro-7'-(3,4-dimethylbenzyl)-6'-oxo-6',7'-dihydrospiro[piperidine-3,5'-pyrrolo[2,3-c]pyridazine]-1-carboxylate